N,N-dimethyl-1,3,5-triazine-2,4-diamine CN(C1=NC=NC(=N1)N)C